FC=1C(=NC=CC1CC=1C=NC=C(C1C)OC1=CC(=C(C=C1)C)F)N 3-fluoro-4-[[5-(3-fluoro-4-methyl-phenoxy)-4-methyl-3-pyridyl]methyl]pyridin-2-amine